7-(1H-indol-5-yl)-1-(3,4,5-trimethoxyphenyl)-3,4-dihydropyrrolo[1,2-a]pyrazine N1C=CC2=CC(=CC=C12)C=1C=C2N(CCN=C2C2=CC(=C(C(=C2)OC)OC)OC)C1